N-(4-(trifluoromethyl)benzyl)thiohydroxylamine FC(C1=CC=C(CNS)C=C1)(F)F